FC(C(=O)O)(F)F.FC(C(=O)O)(F)F.FC(C(=O)O)(F)F.O=C1NC(CCC1N1C(C2=CC=CC=C2C1=O)=O)=O 2-(2,6-dioxopiperidin-3-yl)isoindoline-1,3-dione Tritrifluoroacetate